2-[(1R,3R,5S)-3-({5-Cyclopropyl-3-[2-(trifluoromethoxy)phenyl]-1,2-oxazol-4-yl}methoxy)-8-azabicyclo[3.2.1]octan-8-yl]-4-fluoro-1,3-benzothiazol C1(CC1)C1=C(C(=NO1)C1=C(C=CC=C1)OC(F)(F)F)COC1C[C@H]2CC[C@@H](C1)N2C=2SC1=C(N2)C(=CC=C1)F